OC1=CC(=C(C=C1)C1=NN2C(COC3=C(C2)C=CC(=C3)NC(C)=O)=C1)C#CCCCO N-(2-(4-hydroxy-2-(5-hydroxypent-1-yn-1-yl)phenyl)-4H,10H-benzo[f]pyrazolo[5,1-c][1,4]oxazepin-7-yl)acetamide